NC1=NC(=CC(=N1)N1CCC2(C[C@H](NC2)C(=O)OC(C)(C)C)CC1)O[C@@H](C(F)(F)F)C1=C(C=C(C=C1)Cl)N1N=C(C=C1)C (S)-tert-butyl 8-(2-amino-6-((R)-1-(4-chloro-2-(3-methyl-1H-pyrazol-1-yl)phenyl)-2,2,2-trifluoroethoxy)pyrimidin-4-yl)-2,8-diazaspiro[4.5]decane-3-carboxylate